8-(4-((5-((4,4-Bis(octyloxy)butanoyl)oxy)pentyl)oxy)-2-(((4-(dimethylamino)butanoyl)oxy)methyl)phenoxy)octyl-decanoat C(CCCCCCC)OC(CCC(=O)OCCCCCOC1=CC(=C(OCCCCCCCCOC(CCCCCCCCC)=O)C=C1)COC(CCCN(C)C)=O)OCCCCCCCC